(R)-4-((1-methylcyclobutyl)amino)-2-(3-(pyridin-2-yl)azetidin-1-yl)-6,7-dihydrothieno[3,2-d]pyrimidine 5-oxide CC1(CCC1)NC=1C2=C(N=C(N1)N1CC(C1)C1=NC=CC=C1)CC[S@]2=O